3,5-difluoropyridinecarbonitrile FC=1C(=NC=C(C1)F)C#N